COC1=CC=C2C(=N1)N=C(N2)S 5-Methoxy-2-mercaptoimidazo[4,5-b]pyridine